COC1OC(C2=CC=CC=C12)OC 1,3-Dimethoxy-1,3-dihydroisobenzofuran